COC1=NC=C(C=C1C(=O)N)NC(C(N1[C@H](CC[C@@H](C1)C)C=1C=CC2=C(N=C(S2)C2(CC2)CN(C)C)C1)=O)=O methoxy-5-[[2-oxo-2-[(2R,5S)-2-[2-[1-[(dimethylamino)methyl]cyclopropyl]-1,3-benzothiazol-5-yl]-5-methyl-1-piperidyl]acetyl]amino]pyridine-3-carboxamide